FC1(CCN(CC1)C1=NC(=CC(=N1)NC(=O)C1=NC=C(N=C1N1CCC2(CC2)CC1)NS(=O)(=O)CCO)C)F N-(2-(4,4-Difluoropiperidin-1-yl)-6-methylpyrimidin-4-yl)-5-((2-hydroxyethyl)sulfonamido)-3-(6-azaspiro[2.5]octan-6-yl)pyrazine-2-carboxamide